(S)-N-(2-cyano-4,4,4-trifluorobutan-2-yl)-1-(5-fluoropyridin-2-yl)-8-methoxy-9-(2-methyl-2H-tetrazol-5-yl)-5,6-dihydropyrrolo[2,1-a]isoquinoline-3-carboxamide C(#N)[C@](C)(CC(F)(F)F)NC(=O)C1=CC(=C2N1CCC1=CC(=C(C=C21)C=2N=NN(N2)C)OC)C2=NC=C(C=C2)F